C(C)(=O)OCCCCCCCCC n-nonanol acetate